O=C1NC(CCC1N1C(C2=CC=CC(=C2C1)CCCCCC(=O)NC1=CC(=CC=C1)C1=CC=2[C@H]3[C@@H]([C@@H](NC2C=C1)CO)CCN3S(=O)(=O)C3=CC=C(C)C=C3)=O)=O 6-(2-(2,6-dioxopiperidin-3-yl)-1-oxoisoindolin-4-yl)-N-(3-((3aR,4R,9bR)-4-(hydroxymethyl)-1-tosyl-2,3,3a,4,5,9b-hexahydro-1H-pyrrolo[3,2-c]quinolin-8-yl)phenyl)hexanamide